propyl (2R,3R)-2-(4-hydroxyphenyl)-5-((E)-3-methoxy-3-oxoprop-1-en-1-yl)-2,3-dihydrobenzofuran-3-carboxylate OC1=CC=C(C=C1)[C@@H]1OC2=C([C@H]1C(=O)OCCC)C=C(C=C2)\C=C\C(=O)OC